C(O)C(NCC(=O)O)(CO)CO N-(trimethylolmethyl)-glycine